Zinc dodecahydroxystearate OC(C(C(C(C(C(C(=O)[O-])(O)O)(O)O)(O)O)(O)O)(O)O)(CCCCCCCCCCC)O.[Zn+2].OC(C(C(C(C(C(C(=O)[O-])(O)O)(O)O)(O)O)(O)O)(O)O)(CCCCCCCCCCC)O